C(C)(C)(C)OC(=O)N[C@H](C(=O)O)CCSC (2S)-2-[(tert-butoxycarbonyl)amino]-4-(methylsulfanyl)butanoic acid